CN(C(\C=C\C(=O)O)=O)C(C)CC N-methyl-N-sec-butyl-fumaric acid amide